ClC1=NC=C2C=CC(=NC2=C1)C1CC12CCN(CC2)C(=O)OC(C)(C)C tert-butyl 1-(7-chloro-1,6-naphthyridin-2-yl)-6-azaspiro[2.5]octane-6-carboxylate